((2,2-difluoro-1-oxo-7-(trifluoromethylthio)-2,3-dihydro-1H-inden-4-yl)oxy)-4-(trifluoromethyl)pyridinecarbonitrile FC1(C(C2=C(C=CC(=C2C1)OC=1C(=NC=CC1C(F)(F)F)C#N)SC(F)(F)F)=O)F